methyl (2S)-2-[[2-(7-chloro-4-methoxy-1H-indole-2-carbonyl)-2-azaspiro[4.5]decane-3-carbonyl] amino]-3-[(3S)-2-oxopyrrolidin-3-yl]propanoate ClC=1C=CC(=C2C=C(NC12)C(=O)N1CC2(CC1C(=O)N[C@H](C(=O)OC)C[C@H]1C(NCC1)=O)CCCCC2)OC